acetamidine hydroiodide I.C(C)(=N)N